(10R)-(3,4-difluorophenyl)(phenylmethyl)-3,4,12,12a-tetrahydro-1H-[1,4]oxazino[3,4-c]pyrido[2,1-f][1,2,4]triazine-6,8-dione FC=1C=C(C=CC1F)C1(OCCN2C1NN1C(C2=O)=CC(C=C1)=O)CC1=CC=CC=C1